C(C)(C)(C)OC(=O)NCCCC(=O)NC=1N=C(NC1)C(=O)OCC ethyl 4-{4-[(tert-butoxycarbonyl)amino]butanamido}-1H-imidazole-2-carboxylate